(2s)-2-{(3s)-1-[(2-chloro-4-{[tri(propan-2-yl)silyl]ethynyl}phenyl)methyl]piperidin-3-yl}propane-1,2-diol ClC1=C(C=CC(=C1)C#C[Si](C(C)C)(C(C)C)C(C)C)CN1C[C@H](CCC1)[C@](CO)(C)O